S(=O)(=O)(O)O.S(=O)(=O)(O)CCCCN1CN(C2=C1C=CC(=C2)C)CCCCS(=O)(=O)O 1,3-bis(4-sulfobutyl)-5-methylbenzimidazole hydrogensulfate